C(C)(C)(C)OC(=O)N1CCN(CC1)CC1=CC=C(C=C1)NC1=NC(=NC(=C1C(=O)OCC)\C=C\N(C)C)N1CCOCC1 (E)-ethyl 4-(4-((4-(tert-butoxycarbonyl)piperazin-1-yl)methyl)phenylamino)-6-(2-(dimethylamino)vinyl)-2-morpholinopyrimidine-5-carboxylate